1-(tert-butoxycarbonyl)-3-methylpiperidine-3-carboxylic acid C(C)(C)(C)OC(=O)N1CC(CCC1)(C(=O)O)C